(1s,3s)-7-hydroxy-1-methyl-5-oxooctahydroindolizine-3-carboxylic acid methyl ester COC(=O)[C@@H]1C[C@@H](C2CC(CC(N12)=O)O)C